5-bromo-2-(trifluoromethyl)nicotinonitrile BrC=1C=NC(=C(C#N)C1)C(F)(F)F